1-(6-((2,2,2-trifluoroethoxy)methyl)pyrazin-2-yl)piperidine-4-carbonitrile FC(COCC1=CN=CC(=N1)N1CCC(CC1)C#N)(F)F